BrCCCNC(COC1=CC(=CC=C1)C1C(NC(CC1)=O)=O)=O N-(3-bromopropyl)-2-(3-(2,6-dioxopiperidin-3-yl)phenoxy)acetamide